C(#N)CC=1C=C(C=CC1)C[C@@H](C(=O)O)NC (S)-3-(3-(cyanomethyl)phenyl)-2-(methylamino)propanoic acid